N=1N=CN2C1C(=NC=C2)N2CCC1(CN(C(N1)=O)CCN1C(C=C(C=C1C)N1C[C@@](CC1)(C1=CC=CC=C1)CC)=O)CC2 (S)-8-([1,2,4]triazolo[4,3-a]pyrazin-8-yl)-3-(2-(4-(3-ethyl-3-phenylpyrrolidin-1-yl)-6-methyl-2-oxopyridin-1(2H)-yl)ethyl)-1,3,8-triazaspiro[4.5]decan-2-one